C(CC(=O)C)(=O)OCCOC(C(=C)C)=O methyl-acrylic acid acetoacetoxyethyl ester